C(C)OC1CCN(CC1)C1C(CCC1)OC=1C=C2CN(C(C2=CC1)=O)C1C(NC(CC1)=O)=O 3-(5-((2-(4-ethoxypiperidin-1-yl)cyclopentyl)oxy)-1-oxoisoindolin-2-yl)piperidine-2,6-dione